(6-chloro-1-(phenylsulfonyl)hexyl)dimethyl-(phenyl)germaneAmin ClCCCCCC(S(=O)(=O)C1=CC=CC=C1)N[Ge](C1=CC=CC=C1)(C)C